OC(C1=CN=C(O1)N1CCN(CC1)C(=O)OCC1C2=CC=CC=C2C=2C=CC=CC12)C1=CC=CC=C1 (9H-fluoren-9-yl)methyl 4-(5-(hydroxy(phenyl)methyl)oxazol-2-yl)piperazine-1-carboxylate